C(C)OC(=O)C1=C(N=C(S1)NC(CCNC(C1=CC(=CC=C1)C1=CN=CO1)=O)=O)C 4-methyl-2-(3-(3-(oxazol-5-yl)benzoylamino)propionylamino)thiazole-5-carboxylic acid ethyl ester